COCCN1C(C=2C=C(C(=NC2C=C1)C)C(=O)OCC)=O ethyl 6-(2-methoxyethyl)-2-methyl-5-oxo-5,6-dihydro-1,6-naphthyridine-3-carboxylate